tert-butyl (2s,4s)-2-(2-(2-((tert-butyldimethylsilyl) oxy) ethoxy)-4-(methoxycarbonyl) phenyl)-4-hydroxypiperidine-1-carboxylate [Si](C)(C)(C(C)(C)C)OCCOC1=C(C=CC(=C1)C(=O)OC)[C@H]1N(CC[C@@H](C1)O)C(=O)OC(C)(C)C